ClC=1C(C(=NN(C1C)C1=CC=CC=C1)C(=O)N[C@@H]1C(N(C2=C(OC1)C=CC=N2)C)=O)=O (S)-5-chloro-6-methyl-N-(5-methyl-4-oxo-2,3,4,5-tetrahydropyrido[3,2-b]-[1,4]oxazepin-3-yl)-4-oxo-1-phenyl-1,4-dihydropyridazine-3-carboxamide